5-(6-((7-ethyl-6-oxo-5,6-dihydro-1,5-naphthyridin-3-yl)methyl)-2,6-diazaspiro[3.3]heptan-2-yl)-N-methylpicolinamide C(C)C=1C(NC=2C=C(C=NC2C1)CN1CC2(CN(C2)C=2C=CC(=NC2)C(=O)NC)C1)=O